C(CCCC)C(C=O)=CC1=CC=CC=C1 alpha-amyl-cinnamaldehyde